FC=1C=CC(=C(C1)[C@@H]1N(CCC1)C=1C=CC=2N(N1)C(=CN2)C2=NC=CC(=C2)C[C@H](C)O)OC (S)-1-(2-(6-((R)-2-(5-fluoro-2-methoxyphenyl)pyrrolidin-1-yl)imidazo[1,2-b]pyridazin-3-yl)pyridin-4-yl)propan-2-ol